(S)-2-amino-N-((S)-1-amino-1-oxo-3-((S)-2-oxopiperidin-3-yl)propan-2-yl)-3-cyclopropylpropanamide N[C@H](C(=O)N[C@H](C(=O)N)C[C@H]1C(NCCC1)=O)CC1CC1